6-[3-(3-tert-butyl-4-hydroxy-5-methylphenyl)propoxy]-2,4,8,10-tetra-t-butyldibenzo[d,f][1,3,2]-dioxaphosphepine C(C)(C)(C)C=1C=C(C=C(C1O)C)CCCOP1OC2=C(C3=C(O1)C(=CC(=C3)C(C)(C)C)C(C)(C)C)C=C(C=C2C(C)(C)C)C(C)(C)C